OCCN1CCN(CC1)CCS(=O)(=O)O (4-2-hydroxyethyl)-1-piperazineethanesulfonic acid